CC1=C2C(=C(N(C1=O)C)NC3=C(C=C(C=C3)I)F)C(=O)N(C(=O)N2C4=CC=CC(=C4)NC(=O)C)C5CC5.CS(=O)C The molecule is an addition compound obtained by combining equimolar amounts of trametinib and dimethyl sulfoxide. Used for the treatment of patients with unresectable or metastatic melanoma with BRAF V600E or V600K mutations, and who have not received prior BRAF inhibitor treatment. It has a role as an antineoplastic agent and an EC 2.7.11.24 (mitogen-activated protein kinase) inhibitor. It contains a dimethyl sulfoxide and a trametinib.